C1(CC1)NC(C1=CC(=C(C=C1)NC1=CC=NC2=CC(=CC=C12)C(F)F)OC)=O N-cyclopropyl-4-((7-(difluoromethyl)quinolin-4-yl)amino)-3-methoxybenzamide